C(C)C(COC(C1=CC=C(C=C1)N(C)C)=O)CCCC 4-dimethylaminobenzoic acid-2-ethylhexyl ester